4-(4-imino-2-thioxo-1-(4-methylphenyl)-1,3-diazaspiro[4.5]decan-3-yl)-2-trifluoromethylbenzonitrile N=C1N(C(N(C12CCCCC2)C2=CC=C(C=C2)C)=S)C2=CC(=C(C#N)C=C2)C(F)(F)F